Z,E-3,5-Heptadienyltiglat C(C\C=C/C=C/C)OC(\C(\C)=C\C)=O